tert-butyl (2R,3S,4S)-3-{1-[(tert-butoxycarbonyl) amino]cyclopentanecarbonyloxy}-4-[(tert-butoxycarbonyl)oxy]-2-[(4-methoxyphenyl) methyl]pyrrolidine-1-carboxylate C(C)(C)(C)OC(=O)NC1(CCCC1)C(=O)O[C@H]1[C@H](N(C[C@@H]1OC(=O)OC(C)(C)C)C(=O)OC(C)(C)C)CC1=CC=C(C=C1)OC